N-(4-(N,N-dimethylsulfamoyl)phenyl)-3-methyl-5-oxo-1-phenyl-4,5-dihydro-1H-pyrazole-4-carboxamide CN(S(=O)(=O)C1=CC=C(C=C1)NC(=O)C1C(=NN(C1=O)C1=CC=CC=C1)C)C